FC1=C(C(=CC=C1)F)C(CC)=NC1=CC=CC=C1 1-(2,6-difluorophenyl)-N-phenylpropane-1-imine